NC1=NC=CC2=CC=C(C=C12)C=1C=C2C(=NNC2=CC1)C(=O)NCC1CCN(CC1)C 5-(1-aminoisoquinolin-7-yl)-N-((1-methylpiperidin-4-yl)methyl)-1H-indazole-3-carboxamide